(3,5-diisopropylphenyl)(methyl)silicon C(C)(C)C=1C=C(C=C(C1)C(C)C)[Si]C